(E)-3-((6-(dimethylamino)-9-(4-(((2,5-dioxopyrrolidin-1-yl)oxy)carbonyl)-2-methylphenyl)-3H-xanthen-3-ylidene)(methyl)ammonio)propane-1-sulfonate CN(C=1C=C2OC3=C\C(\C=CC3=C(C2=CC1)C1=C(C=C(C=C1)C(=O)ON1C(CCC1=O)=O)C)=[N+](\CCCS(=O)(=O)[O-])/C)C